1-(2,5-dichloropyrimidin-4-yl)-1H-pyrazole-4-carbaldehyde ClC1=NC=C(C(=N1)N1N=CC(=C1)C=O)Cl